C(CCC(=O)O)(=O)O.C(CCC(=O)O)(=O)O.CC1(CC1)C(=O)N1[C@@H](CCC1)C(=O)N 1-[(1-methylcyclopropyl)carbonyl]-L-prolinamide disuccinate salt